[Si](C)(C)(C(C)(C)C)OC(CC(C(C(=O)O)NC(=O)OC1=CC=CC=C1)(C)C)C 5-((Tert-butyldimethylsilyl)oxy)-3,3-dimethyl-2-((phenoxycarbonyl)amino)hexanoic acid